(methylthio)naphthalen-2-ol CSC1=C(C=CC2=CC=CC=C12)O